O.S(=O)(=O)([O-])[O-].[Ca+2].[Ca+2].S(=O)(=O)([O-])[O-] calcium sulfate-Hemihydrate